C1(=CC=CC=C1)C=1N=C(OC1C1=CC=CC=C1)/C=C/C(=O)NC (E)-3-(4,5-diphenyloxazol-2-yl)-N-methyl-prop-2-enamide